C1(=CC=CC=C1)[C@@H](C)N1CC(NCC(NCCNC(CCC1=O)=O)=O)=O ((R)-1-phenylethyl)-1,4,7,10-tetraazacyclotetradecane-3,6,11,14-tetraone